FC(C1=CC=2N(C=C1)C(=CN2)C(C)=O)(F)F 1-(7-(Trifluoromethyl)imidazo[1,2-a]pyridin-3-yl)ethan-1-one